1,3-bis-(4-pyridyl)propane N1=CC=C(C=C1)CCCC1=CC=NC=C1